C(#N)C=1C=C(C=CC1)N1N=CC(=C1[C@H](C)OC)C(=O)O 1-(3-cyanophenyl)-5-[(1S)-1-methoxyethyl]-1H-pyrazole-4-carboxylic acid